1H-benzo[d][1,2,3]triazol-1-yl (3-amino-3-oxopropyl)(1,3-dioxoisoindolin-2-yl)carbamate NC(CCN(C(ON1N=NC2=C1C=CC=C2)=O)N2C(C1=CC=CC=C1C2=O)=O)=O